OCC(C)(C)NC(=O)C=1C=2C[C@@H]3[C@H](C2N(N1)C1=NC=C(N=C1)O)C3 (1aR,5aR)-2-(5-Hydroxypyrazin-2-yl)-1a,2,5,5a-tetrahydro-1H-2,3-diaza-cyclopropa[a]pentalene-4-carboxylic Acid (2-Hydroxy-1,1-dimethyl-ethyl)-amide